ClC1=C(C(=C(C(=N1)N1CCC2(CN(C2)C(=O)OC(C)(C)C)CC1)C#N)CC)C#N tert-Butyl 7-(6-chloro-3,5-dicyano-4-ethylpyridin-2-yl)-2,7-diazaspiro[3.5]nonane-2-carboxylate